CSCCO 2-(methylthio)ethanol